(7-bromo-1H-indazol-3-yl)isoindoline-1,3-dione BrC=1C=CC=C2C(=NNC12)N1C(C2=CC=CC=C2C1=O)=O